Propan-2-yl (2R)-3-(1H-1,2,4-triazol-1-yl)-2-({[(1R)-1-[6-(trifluoromethyl)pyridin-3-yl]ethyl]carbamoyl}oxy)propanoate N1(N=CN=C1)C[C@H](C(=O)OC(C)C)OC(N[C@H](C)C=1C=NC(=CC1)C(F)(F)F)=O